potassium [(1,3-dioxo-2,3-dihydro-1H-isoindol-2-yl)methyl]trifluoroboranide O=C1N(C(C2=CC=CC=C12)=O)C[B-](F)(F)F.[K+]